BrC1=C(C=C2CCN3C(C2=C1)=C(C=C3C(=O)N3[C@](CC3)(C#N)C)C=3SC=CC3)OC (R)-1-(9-bromo-8-methoxy-1-(thiophen-2-yl)-5,6-dihydropyrrolo[2,1-a]isoquinoline-3-carbonyl)-2-methylazetidine-2-carbonitrile